ClC(=O)C1=CC=C(CNC(OC(C)(C)C)=O)C=C1 tert-butyl (4-(chlorocarbonyl)benzyl)carbamate